ethyl (S)-2-(tert-butoxy)-2-(7-(4-chlorophenyl)-2-(3-(3-methoxyazetidin-1-yl)-1-methyl-1H-indazol-5-yl)-5-methylbenzo[d]thiazol-6-yl)acetate C(C)(C)(C)O[C@H](C(=O)OCC)C1=C(C2=C(N=C(S2)C=2C=C3C(=NN(C3=CC2)C)N2CC(C2)OC)C=C1C)C1=CC=C(C=C1)Cl